methyl (S)-1-((S)-2-((tert-butoxycarbonyl)amino)-3-(5-(4,4,5,5-tetramethyl-1,3,2-dioxaborolan-2-yl)-3,6-dihydropyridin-1(2H)-yl)propanoyl)hexahydropyridazine-3-carboxylate C(C)(C)(C)OC(=O)N[C@H](C(=O)N1N[C@@H](CCC1)C(=O)OC)CN1CCC=C(C1)B1OC(C(O1)(C)C)(C)C